2-Amino-5-[1-(2-[3-[1-(2,6-dioxopiperidin-3-yl)-3-methyl-2-oxo-1,3-benzodiazol-4-yl]propoxy]ethyl)pyrazol-4-yl]pyridine-3-carboxylic acid NC1=NC=C(C=C1C(=O)O)C=1C=NN(C1)CCOCCCC1=CC=CC=2N(C(N(C21)C)=O)C2C(NC(CC2)=O)=O